C(C)(C)(C)C1(C(SC=C1Br)(C(=O)[O-])CC)C(=O)[O-] 3-(tert-butyl)-2-ethyl-4-bromothiophene-2,3-dicarboxylate